O1C(=CC2=C1C=CC=C2)C2=CC=C(C=C2)NC2=CC=C(C=C2)C=2SC1=C(C2)C=CC=C1 N-(4-benzofuran-2-yl-phenyl)-N-(4-benzothiophene-2-yl-phenyl)-amine